(R)-1-chloro-3-(2,6-dichloro-4-((4-((R)-2-hydroxy-3-morpholinopropoxy)phenyl)sulfonyl)phenoxy)propan-2-ol ClC[C@@H](COC1=C(C=C(C=C1Cl)S(=O)(=O)C1=CC=C(C=C1)OC[C@@H](CN1CCOCC1)O)Cl)O